(R)-(4-(7-chloropyrazolo[1,5-a]pyridin-2-yl)-6,7-dihydro-1H-imidazo[4,5-c]pyridin-5(4H)-yl)(4-(difluoromethyl)oxazol-5-yl)methanone ClC1=CC=CC=2N1N=C(C2)[C@@H]2N(CCC1=C2N=CN1)C(=O)C1=C(N=CO1)C(F)F